C=C=CC(=O)N methyleneacrylamide